FC(=C1CCN(CC1)C1=C(C(=O)NC2=CC=C3C(=N2)N(N=C3)CC(C(F)(F)F)(F)F)C=CC(=C1)NS(=O)(=O)CCO)F (4-(difluoromethylene)piperidin-1-yl)-4-((2-hydroxyethyl)sulfonamido)-N-(1-(2,2,3,3,3-pentafluoropropyl)-1H-pyrazolo[3,4-b]pyridin-6-yl)benzamide